5,7-dimercaptomethyl-1,11-dimercaptomethyl-3,6,9-trithiaundecane SCC(CSCCCS)SC(CSCCCS)CS